FC(C)(F)C1=CC=C(C=C1)C=1C=NC(=C2C=CC=NC12)NC[C@]1(COCC1)O |r| racemic-3-(((8-(4-(1,1-difluoroethyl)phenyl)-1,6-naphthyridin-5-yl)amino)methyl)tetrahydrofuran-3-ol